6-fluoro-5-((triisopropyl-Silyl)ethynyl)naphthalene-2-ol FC=1C(=C2C=CC(=CC2=CC1)O)C#C[Si](C(C)C)(C(C)C)C(C)C